CC1(OB(OC1(C)C)C1=CC=C(C=C1)CN1CCCCC1)C 1-[[4-(4,4,5,5-tetramethyl-1,3,2-dioxaborolan-2-yl)phenyl]methyl]piperidin